C1N(CC2=CC=CC=C12)CC1=CC(C(=CO1)OCC1CCN(CC1)C(=O)NC)=O 4-(((6-(isoindolin-2-ylmethyl)-4-oxo-4H-pyran-3-yl)oxy)methyl)-N-methylpiperidine-1-carboxamide